4-(cyclopropyldifluoromethyl)pyridin C1(CC1)C(C1=CC=NC=C1)(F)F